C1(CCCC1)OCCC(CC(C)(C)C)C 3,5,5-trimethyl-hexyl cyclopentyl ether